C(C(C)C)C=1C=CC(=C(C1)N1CCN(CC1)CC1=NC2=C(N1C)C=CC=C2)C=2N=NNN2 2-[[4-[5-isobutyl-2-(2H-tetrazol-5-yl)-phenyl]piperazin-1-yl]methyl]-1-meth-yl-benzimidazole